FC(CC1N(CCC1)C(=O)N)(F)F (2,2,2-trifluoroethyl)pyrrolidin-1-carboxamide